CC1=NOC(=C1)C(=O)O 3-methylisoxazole-5-carboxylic acid